2-hydroxy-2-(2-methyl-1,3-benzothiazol-4-yl)acetonitrile OC(C#N)C1=CC=CC2=C1N=C(S2)C